FCC1(CC1)C(=O)N(C)OC (fluoromethyl)-N-methoxy-N-methyl-cyclopropanecarboxamide